(4-(4-iodophenyl)-1,3-thiazol-2-yl)guanidine IC1=CC=C(C=C1)C=1N=C(SC1)NC(=N)N